C(C)(C)(C)OC(N(CC)C1CCN(CC1)C=1C2=CN(N=C2C(=CC1)C(NC=1N=C2N(C=C(N=C2C2CC2)C)C1)=O)C)=O.FC12C(C(C(C(C2(C(C(C(C1(F)F)(F)F)(F)F)(F)F)F)(F)F)(F)F)(F)F)(F)F octadecafluorodecahydronaphthalene tert-butyl-N-[1-[7-[(8-cyclopropyl-6-methyl-imidazo[1,2-a]pyrazin-2-yl)carbamoyl]-2-methyl-indazol-4-yl]-4-piperidyl]-N-ethyl-carbamate